methyl-cyclopentanone CC1C(CCC1)=O